N1=CC=C2N1C=C(C=C2)S(=O)(=O)C(C)(C)C2CCN(CC2)C(=O)NC2=CN=NC=C2 4-(2-(pyrazolo[1,5-a]pyridin-6-ylsulfonyl)propan-2-yl)-N-(pyridazin-4-yl)piperidine-1-carboxamide